1-((3,3-difluorocyclobutyl)methyl)-3-(1,1-difluoroethyl)-N-(2-(methylsulfonyl)pyridin-4-yl)-4-(trifluoromethyl)-1H-pyrazole-5-carboxamide FC1(CC(C1)CN1N=C(C(=C1C(=O)NC1=CC(=NC=C1)S(=O)(=O)C)C(F)(F)F)C(C)(F)F)F